F[C@H]1[C@@H](C1)N1C(C(=CC=C1)NC(=O)C1=CC=2C(N=C1OC(C)C)=NN(C2)C21COC(C2)(C1)C)=O N-(1-((1R,2R)-2-fluorocyclopropyl)-2-oxo-1,2-dihydropyridin-3-yl)-6-isopropoxy-2-(1-methyl-2-oxabicyclo[2.1.1]hex-4-yl)-2H-pyrazolo[3,4-b]pyridine-5-carboxamide